FC=1C=C(CN2C[C@H](C=C3C4=C5C(C[C@@H]23)=CNC5=CC=C4)C(=O)N(CC)CC)C=CC1F (6aR,9S)-7-(3,4-difluorobenzyl)-N,N-diethyl-4,6,6a,7,8,9-hexahydroindolo[4,3-fg]quinoline-9-carboxamide